5-methyl-2-(propan-2-yl)cyclohexyl-N-ethyloxamat CC1CCC(C(C1)N(C(C(=O)[O-])=O)CC)C(C)C